FC=1C=C(C=C(C1)F)C1=CC(=CC=C1)C[C@H]1[C@H](CCC=2N1C(N(C2)C)=O)NS(=O)(=O)C |r| rac-N-{(5S,6S)-5-[(3',5'-difluoro[1,1'-biphenyl]-3-yl)methyl]-2-methyl-3-oxo-2,3,5,6,7,8-hexahydroimidazo[1,5-a]pyridin-6-yl}methanesulfonamide